[O].C=1(C(=CC=CC1)C)C xylene compound with oxygen